Allylestranol C(C=C)C([C@@]12CCC[C@H]1[C@@H]1CCC3CCCC[C@@H]3[C@H]1CC2)O